C[Si]1(NC[C@@H](CCC1)NC(=O)C1=CC=2C(=NC(=CC2)OC)N1)C (R)-N-(1,1-dimethylsilazepane-4-Yl)-6-methoxy-1H-pyrrolo[2,3-b]Pyridine-2-carboxamide